C1N(CC12CNC2)C2=CC=C(C=1N=CC=NC21)C(=O)NC=2C=C(C=1N(C2)C=C(N1)C)F 8-(2,6-diazaspiro[3.3]heptan-2-yl)-N-(8-fluoro-2-methyl-imidazo[1,2-a]pyridin-6-yl)quinoxaline-5-carboxamide